3,5-dimethoxy-4-isopropoxy-phenethylamine COC=1C=C(CCN)C=C(C1OC(C)C)OC